C1(CCCCC1)CN1N=CC=2C1=NC(=NC2NC=2N=CN(C2)C2=CC(=C(C(=C2)OC)OC)OC)N2[C@@H](CCC2)CO (S)-(1-(1-(cyclohexylmethyl)-4-((1-(3,4,5-trimethoxyphenyl)-1H-imidazol-4-yl)amino)-1H-pyrazolo[3,4-d]pyrimidin-6-yl)pyrrolidin-2-yl)methanol